1-(2-oxo-2-(4-(5-(trifluoromethyl)pyrimidin-2-yl)piperazin-1-yl)ethyl)-1,3-dihydro-2H-imidazol-2-one O=C(CN1C(NC=C1)=O)N1CCN(CC1)C1=NC=C(C=N1)C(F)(F)F